FC(C=1C=NN(C1)[C@@H]1C[C@H](N(CC1)CC1=C2C=CNC2=C(C=C1OC)C)C1=C(C(=O)O)C=CC=C1)F (2S,4S)-(4-(4-(difluoromethyl)-1H-pyrazol-1-yl)-1-((5-methoxy-7-methyl-1H-indol-4-yl)methyl)piperidin-2-yl)benzoic acid